ethyl (S)-3-(3-(4-hydroxy-1-methyl-2-oxo-1,2-dihydropyridin-3-yl)ureido)-3-(6-(trifluoro methoxy)biphenyl-3-yl)propanoate OC1=C(C(N(C=C1)C)=O)NC(N[C@@H](CC(=O)OCC)C=1C=C(C(=CC1)OC(F)(F)F)C1=CC=CC=C1)=O